2-(1-(4-chlorobenzoyl)-5-methoxy-2-methyl-1H-indole-3-yl)acetic acid ClC1=CC=C(C(=O)N2C(=C(C3=CC(=CC=C23)OC)CC(=O)O)C)C=C1